F[B-](CCOC1OCCCC1)(F)F.[K+] potassium trifluoro(2-tetrahydropyran-2-yloxyethyl)boranuide